COC(=O)N1CCC2N(C(CC1)=O)C(CC2)C(=O)O 3-(methoxycarbonyl)-6-oxo-octahydropyrrolo[1,2-a][1,5]Diazocine-8-carboxylic acid